(2r-3s,4r,5r)-2-(2-amino-6-methoxypurine-9-yl)-5-(hydroxymethyl)oxolane-3,4-diol NC1=NC(=C2N=CN(C2=N1)[C@@H]1O[C@@H]([C@@H]([C@@H]1O)O)CO)OC